(R)-4-methyl-4,5,6,7-tetrahydro-thieno[3,2-c]pyridine C[C@H]1NCCC2=C1C=CS2